ClC1=C(C=C(C=C1)C(C(N1C(N=C(C(=C1)F)NC)=O)NC(C1=CC(=CC=C1)C)=O)=O)F N-(2-(4-chloro-3-fluorophenyl)-1-(5-fluoro-4-(methylamino)-2-oxo-1,2-dihydropyrimidin-1-yl)-2-oxoethyl)-3-methylbenzamide